C(C)(C)(C)C=1C=CC(=C(C1)S(=O)(=O)N)OCC 5-tert-butyl-2-ethoxybenzene-1-sulfonamide